C(#N)C=1C=C(C=CC1)N1N=CC(=C1C1CC1)NC(OC(C)(C)C)=O tert-butyl N-[1-(3-cyanophenyl)-5-cyclopropyl-1H-pyrazol-4-yl]carbamate